[Si](C)(C)(C(C)(C)C)OCC[C@@H](C1=NC2=C(N1[C@@H]1C[C@@H](C1)OC)C=CC(=C2)C=2C(=NOC2C)C)NC([O-])=O (S)-3-((t-butyldimethylsilyl)oxy)-1-(5-(3,5-dimethylisoxazol-4-yl)-1-((cis)-3-methoxycyclobutyl)-1H-benzo[d]imidazol-2-yl)propylcarbamate